OCC1OC([C@H]2[C@@H]1OC(O2)(C)C)O (3aR,6aR)-6-(hydroxymethyl)-2,2-dimethyltetrahydrofuro[3,4-d][1,3]dioxol-4-ol